ClC=1C(=CC(=C(CN2[C@@H](CCCC2)C(=O)O)C1)C)\C=C\C=1C(=C(C=CC1)C1=CC=CC=C1)C (S,E)-1-(5-Chloro-2-methyl-4-(2-(2-methyl-[1,1'-biphenyl]-3-yl)vinyl)benzyl)piperidine-2-carboxylic acid